2-((1-((dimethylamino)methyl)cyclopropyl)methoxy)-7-(8-ethylnaphthalen-1-yl)-N-(4,5,6,7-tetrahydro-1H-indazol-4-yl)-5,6,7,8-tetrahydropyrido[3,4-d]pyrimidin-4-amine CN(C)CC1(CC1)COC=1N=C(C2=C(N1)CN(CC2)C2=CC=CC1=CC=CC(=C21)CC)NC2C=1C=NNC1CCC2